Racemic-Phenanthroline N1=CC=CC2=CC=C3C=CC=NC3=C12